1-((3-((3-chlorobenzyl)oxy)prop-1-en-2-yl)oxy)-4-methylpyridin-1-ium ClC=1C=C(COCC(=C)O[N+]2=CC=C(C=C2)C)C=CC1